COC(=O)[C@@H]1[C@H](C1)C1=NC=CC(=C1)Cl |r| rac-(1S,2S)-2-(4-chloropyridin-2-yl)cyclopropane-1-carboxylic acid methyl ester